4-(6-(6-(3,3-dimethylcyclohexane-1-carbonyl)-3,6-diazabicyclo[3.1.1]heptan-3-yl)pyridin-3-yl)-6-(2-hydroxy-2-methylpropoxy)pyrazolo[1,5-a]pyridine-3-carbonitrile CC1(CC(CCC1)C(=O)N1C2CN(CC1C2)C2=CC=C(C=N2)C=2C=1N(C=C(C2)OCC(C)(C)O)N=CC1C#N)C